CC1(N(CCOC1)C(=O)C1=CC=C(C=C1)C=1C=C(C2=C(C=CO2)C1)C(F)(F)F)C 5-(4-(3,3-dimethyl-morpholine-4-carbonyl)phenyl)-7-(trifluoro-methyl)benzofuran